N1=C(C=CC=C1)CN(CC1=NC=CC=C1)CC1=NC=C(C(=O)N[C@@H]2B(O[C@@H](CC2)CC(=O)O)O)C=C1 ((3R,6S)-3-(6-((Bis(pyridin-2-ylmethyl)amino)methyl)nicotinamido)-2-hydroxy-1,2-oxaborinan-6-yl)acetic acid